7-bromo-2-(1-((3,3-difluorocyclobutyl)methyl)-1H-pyrazol-4-yl)quinoxaline BrC1=CC=C2N=CC(=NC2=C1)C=1C=NN(C1)CC1CC(C1)(F)F